C(C)(C)(C)OC(=O)N1C(=CC(=C1)C)C1=CC=CC=C1 4-methyl-2-phenyl-pyrrole-1-carboxylic acid tert-butyl ester